((7-ethyl-4-fluoro-6-oxo-5,6-dihydro-1,5-naphthyridin-3-yl)methyl)-N,3'-dimethyl-1',2',3',6'-tetrahydro-[3,4'-bipyridin]-6-carboxamide C(C)C=1C(NC=2C(=C(C=NC2C1)CC1=NC(=CC=C1C=1C(CNCC1)C)C(=O)NC)F)=O